trans-4-(5-(4-methylpyrrolidin-3-yl)-1H-pyrazol-3-yl)pyridine C[C@H]1[C@@H](CNC1)C1=CC(=NN1)C1=CC=NC=C1